(R)-N-((S)-2,6-dioxopiperidin-3-yl)-10-methoxy-1,2,3,4,4a,5-hexahydro-7H-benzo[e]pyrazino[2,1-c][1,4]oxazepine-9-amide O=C1NC(CC[C@@H]1NC(=O)C1=CC2=C(N3[C@@H](COC2)CNCC3)C=C1OC)=O